COC(=O)C1=CC=C(C=C1)NC1=NC=C2CCN(CC2=C1)C(=O)OC(C)(C)C tert-butyl 7-{[4-(methoxycarbonyl) phenyl] amino}-1,2,3,4-tetrahydro-2,6-naphthyridine-2-carboxylate